[C@H]12N(C[C@H](NC1)C2)CCOC2=CC(=C(C=C2)C=2N(C1=NC=NC(=C1N2)OC2(CC2)C)CC2=CC=CC=C2)Cl 8-(4-(2-((1R,4R)-2,5-diazabicyclo[2.2.1]heptan-2-yl)ethoxy)-2-chlorophenyl)-9-benzyl-6-(1-methylcyclopropoxy)-9H-purine